BrC1=C(C(=C(N)C=C1)F)Cl 4-bromo-3-chloro-2-fluoroaniline